2-((4-methoxy-3-methylpyridin-2-yl)methylthio)-1H-benzimidazole COC1=C(C(=NC=C1)CSC1=NC2=C(N1)C=CC=C2)C